1,3,4,5-tetrahydroxycyclohexane-1-carboxylic acid OC1(CC(C(C(C1)O)O)O)C(=O)O